[(2R,3R,4S,5R)-2-(chloromethyl)-4-fluoro-5-[5-fluoro-4-(2-methylpropanamido)-2-oxopyrimidin-1-yl]-3-[(2-methylpropanoyl) oxy]oxolan-2-yl]methyl 2-methylpropanoate CC(C(=O)OC[C@]1(O[C@H]([C@H]([C@@H]1OC(C(C)C)=O)F)N1C(N=C(C(=C1)F)NC(C(C)C)=O)=O)CCl)C